10-(hexadecyloxy)-N,8,8-trimethyl-N-(prop-2-yn-1-yl)-7,9-dioxa-13,14-dithia-8-silahexacosan-1-amine C(CCCCCCCCCCCCCCC)OC(O[Si](OCCCCCCN(CC#C)C)(C)C)CCSSCCCCCCCCCCCC